4-bromo-2-hydroxyaniline BrC1=CC(=C(N)C=C1)O